(5R)-5-[(5-bromo-2-methylpentanoyl)amino]-3,3-difluoropiperidine-1-carboxylic acid tert-butyl ester C(C)(C)(C)OC(=O)N1CC(C[C@H](C1)NC(C(CCCBr)C)=O)(F)F